N1=C(C=CC=C1)C(C1=CC=C(OCCCCCC(=O)OCC)C=C1)C1=CC=C(C=C1)OS(=O)(=O)O ethyl 6-(4-(pyridin-2-yl(4-(sulfooxy)phenyl)methyl)phenoxy)hexanoate